C(C=C)[Mg] allyl-magnesium